C1=CC=C2C(=C1)C3=CC=CC=C3O2 DIPHENYLENE OXIDE